(E)-4-((3-(4-(dimethylamino)but-2-enamido)phenyl)amino)-2-((1-methyl-1H-pyrazol-4-yl)amino)-N-(1-phenylethyl)pyrimidine-5-carboxamide CN(C/C=C/C(=O)NC=1C=C(C=CC1)NC1=NC(=NC=C1C(=O)NC(C)C1=CC=CC=C1)NC=1C=NN(C1)C)C